(Z)-2-chloro-3-(2-fluoro-2-(7-isopropyl-5,6,7,8-tetrahydro-2,7-naphthyridin-3-yl)vinyl)phenyl-trifluoromethanesulfonic acid ClC1=C(C=CC=C1\C=C(\C=1N=CC=2CN(CCC2C1)C(C)C)/F)OS(=O)(=O)C(F)(F)F